(E)-3-(furan-2-yl)prop-2-en-1-ol 1,2-dimyristoyl-SN-glycero-3-phosphate C(CCCCCCCCCCCCC)(=O)OC[C@@H](OC(CCCCCCCCCCCCC)=O)COP(=O)(O)O.O1C(=CC=C1)/C=C/CO